C(C)(C)C1=C(N=C2N1C=CN=C2C2=C(C(=CC(=C2)F)F)F)C(=O)N 3-isopropyl-8-(2,3,5-trifluorophenyl)imidazo[1,2-a]Pyrazine-2-carboxamide